6-fluoro-N-methyl-5-(piperazin-1-yl)picolinamide 2HCl Cl.Cl.FC1=C(C=CC(=N1)C(=O)NC)N1CCNCC1